1,1,1,2,2,3,3-heptafluoro-3-(perfluoropropoxy)propane Cesium [Cs].FC(C(C(OC(C(C(F)(F)F)(F)F)(F)F)(F)F)(F)F)(F)F